(R)- or (S)-3-acetyl-6-(4-(trifluoromethyl)phenyl)-2,3,4,4a,5,6-hexahydro-1H-pyrazino[1,2-a]quinoxalin-1-one C(C)(=O)N1C[C@@H]2N(C3=CC=CC=C3N(C2)C2=CC=C(C=C2)C(F)(F)F)C(C1)=O |o1:5|